NC1=CC=C(OC2=CC=C(C=C2)C(C)(C)C2=CC=C(C=C2)OC2=CC=C(C=C2)N)C=C1 2,2-bis{4-(4-Aminophenoxy)phenyl}propane